CNC(=O)C=1N=C2N(C=C(N=C2NCC2(CCNCC2)F)C2=CC=NC=C2)C1C 8-[(4-Fluoro-piperidin-4-ylmethyl)-amino]-3-methyl-6-pyridin-4-yl-imidazo[1,2-a]pyrazine-2-carboxylic acid methylamide